Tert-butyl 6-(3-(2,6-dichloro-3,5-dimethoxyphenyl)-7-(methylthio)-2-oxo-3,4-dihydropyrimido[4,5-d]pyrimidin-1(2H)yl)-2-azaspiro[3.3]heptane-2-carboxylate ClC1=C(C(=C(C=C1OC)OC)Cl)N1C(N(C2=NC(=NC=C2C1)SC)C1CC2(CN(C2)C(=O)OC(C)(C)C)C1)=O